C(C)(=O)OC1C(OC(C1OC(F)(F)F)N1C(N=C(C=C1)NC(C)=O)=O)COC(C)=O 5-(4-acetamido-2-oxopyrimidin-1(2H)-yl)-2-(acetoxymethyl)-4-(trifluoromethoxy)tetrahydrofuran-3-yl acetate